FC=1C=C(C=CC1N1CC(CC1)C(F)(F)F)C1CN(C1)C(=O)OC(C)(C)C tert-Butyl 3-[3-fluoro-4-[3-(trifluoromethyl)pyrrolidin-1-yl]phenyl]azetidine-1-carboxylate